COC1=C(OC2CN(C2)[C@@H]2[C@@H](CCCC2)OC=2C=C3CN(C(C3=CC2)=O)C2C(NC(CC2)=O)=O)C=CC=C1 3-(5-(((1R,2S)-2-(3-(2-methoxyphenoxy)azetidin-1-yl)cyclohexyl)oxy)-1-oxoisoindolin-2-yl)piperidine-2,6-dione